FC12CCC(CC1)(C2)C(=O)N2C[C@H]1OC3=C([C@@H]2C1)C=NC=C3C#CC=3C=C(C=CC3)C (4-fluorobicyclo[2.2.1]heptan-1-yl)((2S,5S)-9-(m-tolylethynyl)-2,3-dihydro-2,5-methanopyrido[3,4-f][1,4]oxazepin-4(5H)-yl)methanone